3-Mercaptopropylethyldimethoxysilane SCCC[Si](OC)(OC)CC